C(#N)[C@H]1[C@@H](C1)C(=O)Cl trans-2-cyanocyclopropanecarbonyl chloride